tert-butyl (3S)-3-[7-chloro-3-(2-fluoro-6-methyl-phenyl)-2-oxo-4H-pyrimido[4,5-d]pyrimidin-1-yl]azepane-1-carboxylate ClC1=NC=C2C(=N1)N(C(N(C2)C2=C(C=CC=C2C)F)=O)[C@@H]2CN(CCCC2)C(=O)OC(C)(C)C